2-fluoro-1,2-diphenylethanone FC(C(=O)C1=CC=CC=C1)C1=CC=CC=C1